ClC=1N=C(C2=C(N1)C(=C(N=C2)Cl)F)N2C[C@](CCC2)(O)CF (S)-1-(2,7-dichloro-8-fluoropyrido[4,3-d]pyrimidin-4-yl)-3-(fluoromethyl)piperidin-3-ol